2-((2-fluorobenzyl)thio)-4H-imidazole FC1=C(CSC=2N=CCN2)C=CC=C1